2-morpholino-4,5-difluoro-8H-dibenzo[3,4:6,7]cyclohepta[1,2-b]thiophen-8-one O1CCN(CC1)C1=CC2=C(S1)C1=C(C(C3=C2C(=C(C=C3)F)F)=O)C=CC=C1